2-(1-(4-Amino-3-(3-hydroxyprop-1-ynyl)-1H-pyrazolo[3,4-d]pyrimidin-1-yl)ethyl)-3-(3-Fluorophenyl)-4H-chromen-4-one NC1=C2C(=NC=N1)N(N=C2C#CCO)C(C)C=2OC1=CC=CC=C1C(C2C2=CC(=CC=C2)F)=O